C(C)OC(=O)[C@@H]1CN(C([C@H]1C)=O)CC1=C(C=C(C=C1)OC)OC (trans)-1-(2,4-dimethoxybenzyl)-4-methyl-5-oxopyrrolidine-3-carboxylic acid ethyl ester